FC1=C(C=CC=C1C1=NC(=CC2=C1C=CN2CC2CCOCC2)NC=2SC(=CN2)C)NC(C=C)=O N-(2-fluoro-3-(6-((5-methylthiazol-2-yl)amino)-1-((tetrahydro-2H-pyran-4-yl)methyl)-1H-pyrrolo[3,2-c]pyridin-4-yl)phenyl)acrylamide